C(CC)(=O)OCC1=CC(=CC=C1)C1=CC=C(C=C1)C1=CC=C(C=C1)F 3-[4-(4-fluorophenyl) phenyl]Benzyl propionate